Methyl 4-chloro-5-methylisoxazole-3-carboxylate ClC=1C(=NOC1C)C(=O)OC